ClC1=C2C(=NC=C1)NC(=C2C2=CC=C1CCN(C1=C2)C(C=C)=O)C2=CC=C(C=C2)OCCN(C)C 1-(6-(4-chloro-2-(4-(2-(dimethylamino)ethoxy)phenyl)-1H-pyrrolo[2,3-b]pyridin-3-yl)indolin-1-yl)prop-2-en-1-one